C(CCCCCCCCCCCCCCC)C(CCCCCCCCCCCCCCCC(=O)O)(C(=O)O)CCCCCCCCCCCCCCCC dipalmityl-1,16-hexadecylenedicarboxylic acid